O1CCC(CC1)CN1N=C2C3=C(CCC2=C1)OC(=C3C(F)(F)F)C(=O)NC[C@H]3OCCC3 2-[(oxan-4-yl)methyl]-N-{[(2S)-oxolan-2-yl]methyl}-8-(trifluoromethyl)-4,5-dihydro-2H-furo[2,3-g]indazole-7-carboxamide